ClC=1C(=C2C(=NC1)NC(=N2)C2=CC(=C(C=C2)N2CCN(CC2)CCOC)OC)NC2CCN(CC2)C(C)C 6-Chloro-2-{3-methoxy-4-[4-(2-methoxyethyl)piperazin-1-yl]phenyl}-N-[1-(1-methylethyl)piperidin-4-yl]-3H-imidazo[4,5-b]pyridin-7-amine